(9Z)-16-bromohexadecan-9-ene BrCCCCCC\C=C/CCCCCCCC